3-(trifluoromethoxy)cyclopentan-1-amine hydrochloride Cl.FC(OC1CC(CC1)N)(F)F